N-((4-methyl-5-(trifluoromethyl)pyridin-2-yl)methyl)-5,6,7,8-tetrahydroquinolin-8-amine CC1=CC(=NC=C1C(F)(F)F)CNC1CCCC=2C=CC=NC12